FC=1C=CC=NC1C(C)C 5-fluoro-6-(propan-2-yl)pyridin